(2-(8-(benzylthio)imidazo[1,5-a]pyridin-3-yl)propan-2-yl)carbamic acid tert-butyl ester C(C)(C)(C)OC(NC(C)(C)C1=NC=C2N1C=CC=C2SCC2=CC=CC=C2)=O